N-(2-hydroxy-3-(3-(tris(Trimethylsilyloxy)silyl)propyloxy)propyl)-2-methylacrylamide OC(CNC(C(=C)C)=O)COCCC[Si](O[Si](C)(C)C)(O[Si](C)(C)C)O[Si](C)(C)C